C(C)(C)Cl iso-propyl chloride